8-(3-(2-Morpholinoethoxy)phenyl)-N2-(4-Morpholinophenyl)pyrido[3,4-d]pyrimidine-2,4-diamine O1CCN(CC1)CCOC=1C=C(C=CC1)C1=NC=CC2=C1N=C(N=C2N)NC2=CC=C(C=C2)N2CCOCC2